6-chloro-3,4-diphenyl-2-naphthol ClC=1C=C2C(=C(C(=CC2=CC1)O)C1=CC=CC=C1)C1=CC=CC=C1